1-[6-((Z)-Aminomethyl-3-fluoro-allyloxy)-pyridine-3-sulfonyl]-piperidine-4-carboxylic acid NC/C(=C/COC1=CC=C(C=N1)S(=O)(=O)N1CCC(CC1)C(=O)O)/F